CC1=C(C(=O)O[C@@]23CCCN3[C@H](CC2)CO[Si](C2=CC=CC=C2)(C2=CC=CC=C2)C(C)(C)C)C=CC=C1 ((3R,7aS)-3-(((tert-butyldiphenylsilyl) oxy) methyl) hexahydro-1H-pyrrolizin-7a-yl) methylbenzoate